N,N-dimethylisothiazole-3-carboxamide CN(C(=O)C1=NSC=C1)C